boron-holmium [Ho].[B]